FC(F)(F)N1N=C(C=CC1=O)N[C@@H]1C[C@H](CC1)C(=O)N1CCN(CC1)C1=NC=C(C=N1)C(F)(F)F (trifluoromethyl)-3-[[(1S,3S)-3-[4-[5-(trifluoromethyl)pyrimidin-2-yl]piperazine-1-carbonyl]cyclopentyl]amino]-1H-pyridazin-6-one